[4-(4-Fluoro-3-methyl-phenyl)-sulfonylmorpholin-2-yl]-N-methyl-benzothiophen-2-carboxamid FC1=C(C=C(C=C1)S(=O)(=O)N1CC(OCC1)C1=C(SC2=C1C=CC=C2)C(=O)NC)C